NC=1CC(=CC2=C(N1)C=C(S2)C(=O)NC=2C=NC=NC2)C(=O)N(CCC)CCC 5-amino-N7,N7-dipropyl-N2-pyrimidin-5-yl-6H-thieno[3,2-b]azepin-2,7-dicarboxamide